C1(C=CC(N1C(CON1C(CCC1=O)=O)C)=O)=O N-(beta-maleimidopropyloxy)succinimide